C1(=CC=CC=C1)C1=CC(=C(C=C1)C(CCCCCCC)=NO)S 1-(4-phenyl-sulfanyl-phenyl)-octan-1-one oxime